(4-(1-(5-(2-((6,7-dihydro-5H-cyclopenta[b]pyrazin-6-yl)amino)pyrimidine-5-yl)-1,3,4-oxadiazol-2-yl)azetidin-3-yl)-1H-1,2,3-triazol-1-yl)methyl pivalate C(C(C)(C)C)(=O)OCN1N=NC(=C1)C1CN(C1)C=1OC(=NN1)C=1C=NC(=NC1)NC1CC=2C(=NC=CN2)C1